5-Methyl-6-oxo-8-(4-(4-pentylphenoxy)piperidin-1-yl)-5,6-dihydro-1,5-naphthyridin-2-carbonitril CN1C=2C=CC(=NC2C(=CC1=O)N1CCC(CC1)OC1=CC=C(C=C1)CCCCC)C#N